4-((1-(4-methoxybenzyl)-1H-indazol-6-yl)oxy)-3-methylaniline COC1=CC=C(CN2N=CC3=CC=C(C=C23)OC2=C(C=C(N)C=C2)C)C=C1